5-chloro-N-(1-(3,3-difluoropyrrolidin-1-yl)-3-(2-methyl-1H-imidazol-4-yl)-1-oxopropan-2-yl)-1H-indole-2-carboxamide ClC=1C=C2C=C(NC2=CC1)C(=O)NC(C(=O)N1CC(CC1)(F)F)CC=1N=C(NC1)C